C(C)(C)NC(C)C di(isopropyl)amine